FC1=CC=C(C=C1)C(=C)C 1-fluoro-4-(isopropenyl)benzene